N-cyclobutyl-7-(methylamino)-5-((1-(2-methylpyrimidin-4-yl)-2-oxo-1,2-dihydropyridin-3-yl)amino)pyrazolo[1,5-a]pyrimidine-3-carboxamide C1(CCC1)NC(=O)C=1C=NN2C1N=C(C=C2NC)NC=2C(N(C=CC2)C2=NC(=NC=C2)C)=O